(R,E)-4-((3-((1-(methyl-d3)pyrrolidin-2-yl)methyl)-1H-indol-4-yl)oxy)-4-oxobut-2-enoic acid C(N1[C@H](CCC1)CC1=CNC2=CC=CC(=C12)OC(/C=C/C(=O)O)=O)([2H])([2H])[2H]